OC=1C=C(C=C2C(N(C(N2C)=[Se])CCC2=CC=CC=C2)=O)C=C(C1)O 3,5-dihydroxybenzylidene-1-methyl-3-phenethyl-2-selenoxoimidazolidin-4-one